C(#N)C1=CC(=C(C=C1C)C1=CC=CC=C1)NS(=O)(=O)C1=CC=C(C=C1)C N-(4-cyano-5-methyl-[1,1'-biphenyl]-2-yl)-4-methylbenzenesulfonamide